C(C)(C)(C)C(C)CCC(C)C(C)(C)C 2,5-di-tert-butyl-hexane